2-((S)-4-((R)-4-chloro-2'-(3-morpholinopropoxy)-2,3,5',8'-tetrahydro-6'H-spiro[indene-1,7'-quinazolin]-4'-yl)-1-(2-fluoroacryloyl)piperazin-2-yl)acetonitrile ClC1=C2CC[C@@]3(CCC=4C(=NC(=NC4C3)OCCCN3CCOCC3)N3C[C@@H](N(CC3)C(C(=C)F)=O)CC#N)C2=CC=C1